Cl.C(N)(OC1=CC=C(C=C1)N1[C@@H]2CN[C@H](C1)C2)=O (4-((1S,4S)-2,5-diazabicyclo[2.2.1]Heptan-2-yl) phenyl) carbamate hydrochloride